C1=CC2=C(C=CC(=N2)Cl)C=C1O The molecule is a monohydroxyquinoline that is 6-hydroxyquinoline in which the hydrogen at position 2 is replaced by a chlorine. It is an organochlorine compound and a monohydroxyquinoline.